8-(4-methylpiperazin-1-yl)-5-nitroquinoline CN1CCN(CC1)C=1C=CC(=C2C=CC=NC12)[N+](=O)[O-]